(3S,5S)-1-[7-chloro-8-fluoro-4-(1-piperidyl)pyrido[4,3-d]pyrimidin-2-yl]-N,N,5-trimethyl-pyrrolidin-3-amine ClC1=C(C=2N=C(N=C(C2C=N1)N1CCCCC1)N1C[C@H](C[C@@H]1C)N(C)C)F